N,N-diglycidyl-4-aminophenyl glycidyl ether C(C1CO1)OC1=CC=C(C=C1)N(CC1CO1)CC1CO1